COC(C=CC=O)OC 4,4-dimethoxy-2-butenal